N-methyl-benzylammonium chloride [Cl-].C[NH2+]CC1=CC=CC=C1